2-((5-methoxypyridin-3-yl)methoxy)isoindoline-1,3-dione COC=1C=C(C=NC1)CON1C(C2=CC=CC=C2C1=O)=O